CN(C1=CC=C(C=N1)CCC(=O)O)C 3-(6-(dimethylamino)pyridin-3-yl)propionic acid